[K].C(C(=C)C)(=O)OCCC propyl methacrylate potassium salt